ClC=1C(=NC(=NC1)N1C[C@H]([C@@H](CC1)NC1=CC=C2C(=NN(C2=C1)C)C1(C(NC(CC1)=O)=O)C)C)NC=1C=C2CC(N(C2=CC1)C)=O 3-(6-(((3R,4R)-1-(5-chloro-4-((1-methyl-2-oxoindolin-5-yl)amino)pyrimidin-2-yl)-3-methylpiperidin-4-yl)amino)-1-methyl-1H-indazol-3-yl)-3-methylpiperidine-2,6-dione